4-(3-(4-(6-Isopropoxypyridin-3-yl)phenyl)-5-(quinoxalin-6-yl)-4,5-dihydro-1H-pyrazol-1-yl)-4-oxobutanoic acid C(C)(C)OC1=CC=C(C=N1)C1=CC=C(C=C1)C1=NN(C(C1)C=1C=C2N=CC=NC2=CC1)C(CCC(=O)O)=O